[O-2].[Nd+3].[Pb+2].[Mn+2].[Fe+2] iron manganese lead neodymium oxide